C(C(=C)C)(=O)OC[C-]1C=CC=C1.[CH-]1C=CC=C1.[Fe+2] ferroceneMethanol Methacrylate